(S)-N-((S)-1-(4-bromothiophen-2-yl)-3-methylbutyl)-2-methylpropane-2-sulfinamide BrC=1C=C(SC1)[C@H](CC(C)C)N[S@@](=O)C(C)(C)C